C(C)(C)(C)OC(=O)N1[C@@H](CN([C@H](C1)CC)C1=CC(N(C2=CC=C(N=C12)C#N)C)=O)COC (2S,5S)-4-(6-cyano-1-methyl-2-oxo-1,2-dihydro-1,5-naphthyridin-4-yl)-5-ethyl-2-(methoxymethyl)piperazine-1-carboxylic acid tert-butyl ester